C(CC)C1=CC=C(C=C1)S(=O)(=O)N1C2CNC(C1)C2 2-((4-propylphenyl)sulfonyl)-2,5-diazabicyclo[2.2.1]heptane